1,2-epoxyoctacosane C1C(CCCCCCCCCCCCCCCCCCCCCCCCCC)O1